CC1NCCC2=C1NC1=CC=CC=C21 Methyl-1,3,4,9-tetrahydropyrido[3,4-b]indole